The molecule is a member of the class of quinazolines that is quinazoline which is substituted at positions 2 and 4 by pyridin-4-yl and dibutylnitrilo groups, respectively. It is a member of quinazolines, a tertiary amino compound and a member of pyridines. CCCCN(CCCC)C1=NC(=NC2=CC=CC=C21)C3=CC=NC=C3